bis(1,5-cyclooctadiene) iridium tetrafluoroborate F[B-](F)(F)F.[Ir+3].C1=CCCC=CCC1.C1=CCCC=CCC1.F[B-](F)(F)F.F[B-](F)(F)F